N-methyl-N-(2-methylpent-3-yn-2-yl)cyanamide CN(C#N)C(C)(C#CC)C